C1C2CC(=O)CC2CC1=O tetrahydropentalene-2,5-dione